N[C@@H]1CC[C@H](CC1)OC=1C=CC2=C(\C(\C3(CCCC3)C=3C(=NC=NC23)N)=N/OCCOC)C1 (6Z)-8-(trans-4-aminocyclohexoxy)-6-(2-methoxyethoxyimino)spiro[benzo[h]quinazoline-5,1'-cyclopentane]-4-amine